C(C)(C)(C)OC(=O)N1C[C@@H](CCC1)NC=1N=NC(=C(C1C)C)Cl.C[C@H]1CN(C[C@@H](C1)C1=CNC(C=C1)=O)C(C(=O)N)C (3R,5S)-(3-methyl-5-(6-oxo-1,6-dihydropyridin-3-yl)piperidin-1-yl)propanamide tert-butyl-(R)-3-((6-chloro-4,5-dimethylpyridazin-3-yl)amino)piperidine-1-carboxylate